C(C)(C)(C)OC(=O)[C@@H]1CCCC=2N1C(N(N2)CCC2=NC=C(C=C2Cl)C(F)(F)F)=O tert-Butyl-(5S)-2-{2-[3-chloro-5-(trifluoromethyl)pyridin-2-yl]ethyl}-3-oxo-2,3,5,6,7,8-hexahydro[1,2,4]triazolo[4,3-a]pyridine-5-carboxylate